O=C1N(CCC(N1COCC[Si](C)(C)C)=O)C1=C2C(=CN=C1)N(N=C2)C2N(CCCC2)C(=O)[O-] (4-(2,4-dioxo-3-((2-(trimethylsilyl)ethoxy)methyl)tetrahydropyrimidin-1(2H)-yl)-1H-pyrazolo[3,4-c]pyridin-1-yl)piperidine-1-carboxylate